N[C@@H]1C2=CC=CC=C2CC12CCN(CC2)C=2N=CC(=NC2CO)C#CCOC=2C=CC(N(C2)C)=O (S)-5-((3-(5-(1-Amino-1,3-dihydrospiro[indene-2,4'-piperidin]-1'-yl)-6-(hydroxymethyl)Pyrazin-2-yl)prop-2-yn-1-yl)oxy)-1-methylpyridin-2(1H)-one